C(=O)(OC(C)(C)C)N1[C@@H](C[C@@H](O)C1)C(=O)O Boc-L-hydroxyproline